COC1=C(C(=O)NC2=NN=NN2)C=CC(=C1)C1=NC(=CN=C1)C=1SC=C(C1)NC(CC1CCCCC1)=O 2-methoxy-4-(6-(4-(2-cyclohexylacetamido)thiophen-2-yl)pyrazin-2-yl)-N-(1H-tetrazol-5-yl)benzamide